CN1C(C(=CC2=C(C=C(C=C12)C1CCOCC1)N1CCCC=2N=C(N=CC21)C=2N=CC(=NC2)C(=O)OC)C)=O methyl 5-(5-(1,3-dimethyl-2-oxo-7-(tetrahydro-2H-pyran-4-yl)-1,2-dihydroquinolin-5-yl)-5,6,7,8-tetrahydropyrido[3,2-d]pyrimidin-2-yl)pyrazine-2-carboxylate